ClC1=C(C=C(C=2C(=C3N(C12)CCN(C3)C(=O)OC(C)(C)C)I)OCC#N)Cl tert-butyl 6,7-dichloro-9-(cyanomethoxy)-10-iodo-3,4-dihydropyrazino[1,2-a]indole-2(1H)-carboxylate